benzyl ((S)-1-(((S)-2-((S)-2-(4-(3-((tertbutyldimethylsilyl)oxy)benzoyl)thiazol-2-yl)pyrrolidin-1-yl)-1-cyclohexyl-2-oxoethyl)amino)-1-oxopropan-2-yl)(methyl)carbamate C(C)(C)(C)[Si](OC=1C=C(C(=O)C=2N=C(SC2)[C@H]2N(CCC2)C([C@H](C2CCCCC2)NC([C@H](C)N(C(OCC2=CC=CC=C2)=O)C)=O)=O)C=CC1)(C)C